C1(=CC=C(C=C1)C#N)C1=CC=C(C=C1)C#N 4,4'-biphenyl-dinitrile